xylo-5-Hexulosonic acid C([C@H](O)[C@@H](O)[C@H](O)C(=O)CO)(=O)O